3-[2-[[(1S)-1-(3-fluoro-4-phenoxy-phenyl)ethyl]amino]-4-pyridinyl]benzonitrile FC=1C=C(C=CC1OC1=CC=CC=C1)[C@H](C)NC1=NC=CC(=C1)C=1C=C(C#N)C=CC1